dimethyl perfluorosuberate FC(C(=O)OC)(C(C(C(C(C(C(=O)OC)(F)F)(F)F)(F)F)(F)F)(F)F)F